BrC1=CC(=CC2=C1N(C(=N2)CCO)C)C(=O)NC2=CC=C(C=C2)OC(F)(F)Cl 7-bromo-N-(4-(chlorodifluoromethoxy)phenyl)-2-(2-hydroxyethyl)-1-methyl-1H-benzo[d]Imidazole-5-carboxamide